1-(3-Chloro-4-(trifluoromethoxy)phenyl)-2-ethynyl-1H-benzo[d]imidazole-6-carboxamide ClC=1C=C(C=CC1OC(F)(F)F)N1C(=NC2=C1C=C(C=C2)C(=O)N)C#C